N-[[2-[(6,7-difluoro-4-methylsulfanyl-1H-indol-5-yl)oxy]-5-fluoro-4-[4-(4-methylchroman-4-yl)-1H-imidazol-2-yl]phenyl]methyl]-2-methyl-propan-2-amine FC1=C(C(=C2C=CNC2=C1F)SC)OC1=C(C=C(C(=C1)C=1NC=C(N1)C1(CCOC2=CC=CC=C12)C)F)CNC(C)(C)C